2-hydroxy-4-(methacryloylamino)benzophenone OC1=C(C(=O)C2=CC=CC=C2)C=CC(=C1)NC(C(=C)C)=O